dichloro(O-isopropyloxyphenylmethylene)ruthenium Cl[Ru](=C(C1=CC=CC=C1)OC(C)C)Cl